3-(5-(7H-pyrrolo[2,3-d]pyrimidin-4-yl)pyridin-2-yl)-6-benzyl-3,6-diazabicyclo[3.1.1]heptane N1=CN=C(C2=C1NC=C2)C=2C=CC(=NC2)N2CC1N(C(C2)C1)CC1=CC=CC=C1